4-(1-(2-fluoro-4-iodophenyl)-2-methyl-1H-imidazol-4-yl)-N-(1-(methylsulfonyl)piperidin-4-yl)-5-(trifluoromethyl)pyrimidin-2-amine FC1=C(C=CC(=C1)I)N1C(=NC(=C1)C1=NC(=NC=C1C(F)(F)F)NC1CCN(CC1)S(=O)(=O)C)C